COC(/C(/C=1C=C(C=CC1)C)=C\1/N(S(C2=C1C=C(C=C2)C)(=O)=O)C)=O (E)-2-(2,5-dimethyl-1,1-dioxobenzisothiazol-3(2H)ylidene)-2-m-tolylacetic acid methyl ester